tris(2,4-dimethylphenyl)phosphine CC1=C(C=CC(=C1)C)P(C1=C(C=C(C=C1)C)C)C1=C(C=C(C=C1)C)C